6-(4-bromo-2-chloro-5-methyl-phenyl)-2,2-difluoro-spiro[3.3]heptane BrC1=CC(=C(C=C1C)C1CC2(CC(C2)(F)F)C1)Cl